FC(C(=O)[O-])(F)F.[N+3].FC(C(=O)[O-])(F)F.FC(C(=O)[O-])(F)F nitrogen Trifluoroacetate salt